BrC=1C(N(C(=CC1OCC1=C(C=C(C=C1)F)F)C)CC1=NC=C(C(=O)N(C)C)C=C1)=O 6-{[3-bromo-4-[(2,4-difluorobenzyl)oxy]-6-methyl-2-oxopyridin-1(2H)-yl]methyl}-N,N-dimethylnicotinamide